4-chlorobenzene-sulfonic acid ClC1=CC=C(C=C1)S(=O)(=O)O